O=C1CCC(CC1)N1C(C2=CC=CC=C2C1)=O 2-(4-Oxocyclohexyl)isoindol-1-one